C(CC)Cl Propanyl chloride